COC1=C(CN(C=2OC3=C(C=NC=C3N3CC(C(CC3)O[Si](C)(C)C(C)(C)C)C(=O)OC)N2)CC2=C(C=C(C=C2)OC)OC)C=CC(=C1)OC methyl 1-(2-(bis(2,4-dimethoxybenzyl)amino)oxazolo[4,5-c]pyridin-7-yl)-4-((tert-butyldimethylsilyl)oxy)piperidine-3-carboxylate